C(C)(C)C=1N=NC(=NN1)C=C 3-isopropyl-6-vinyl-1,2,4,5-tetrazine